(S)-2-(2,2-dimethyl-3-oxo-2,3-dihydrobenzofuran-6-ylamino)-4-(2-hydroxy-1-phenylethylamino)pyrimidine-5-carboxamide CC1(OC2=C(C1=O)C=CC(=C2)NC2=NC=C(C(=N2)N[C@H](CO)C2=CC=CC=C2)C(=O)N)C